C(C)(=O)O.CN(CC=C)CC=C Methyldiallylamine Acetate